NCC(CNCC=1C=CC(=C(C(=O)NC2=CC=C(C=C2)S(=O)(=O)N2CCN(CC2)C2=CC(=CC(=C2)Cl)Cl)C1)N(S(=O)(=O)C)C)O 5-(((3-Amino-2-hydroxypropyl)amino)methyl)-N-(4-((4-(3,5-dichlorophenyl)piperazin-1-yl)sulfonyl)phenyl)-2-(N-methylmethylsulfonamido)benzamide